NC=1C(=NC(=CN1)C1=CC=C(C=C1)N1CCN(CC1)C)C1=CC(=NN1)C(=O)N 5-{3-amino-6-[4-(4-methylpiperazin-1-yl)phenyl]pyrazin-2-yl}-1H-pyrazole-3-carboxamide